Cl.C(C)OC(=O)C1(CCNCC1)C=1C=NC(=CC1)Cl 4-(6-chloropyridin-3-yl)piperidine-4-carboxylic acid ethyl ester hydrochloride